(E)-N-(2,6-dioxopiperidin-3-yl)-2-(2-ethoxyvinyl)-4-methoxybenzamide O=C1NC(CCC1NC(C1=C(C=C(C=C1)OC)\C=C\OCC)=O)=O